(3,4-dihydroxyphenyl)-2-((1-(4-(trifluoromethoxy)phenyl)-1H-tetrazol-5-yl)thio)ethan-1-one OC=1C=C(C=CC1O)C(CSC1=NN=NN1C1=CC=C(C=C1)OC(F)(F)F)=O